CC1OC(NC12CC(C2)C(=O)OC(C)(C)C)=O tert-Butyl (2s,4s)-8-methyl-6-oxo-7-oxa-5-azaspiro[3.4]octane-2-carboxylate